1-(1,4-dioxaspiro[4.5]decan-8-yl)ethan-1-amine O1CCOC12CCC(CC2)C(C)N